methyl carbamate formate C(=O)O.C(N)(OC)=O